(S)-1-(1-methylpyrrolidin-2-yl)cyclopropane-1-ol 1-benzyl-2-(tert-butyl)1,2-hydrazinedicarboxylate C(C1=CC=CC=C1)N(N(C(=O)O)C(C)(C)C)C(=O)OC1(CC1)[C@H]1N(CCC1)C